The molecule is a pregnane sterol that is pregnenolone substituted by two hydroxy groups at positions 16 and 17 (16alpha,17alpha-stereoisomer). It is a hydroxypregnenolone, a pregnane sterol, a 16alpha-hydroxy steroid, a 17alpha-hydroxy steroid and a tertiary alpha-hydroxy ketone. CC(=O)[C@]1([C@@H](C[C@@H]2[C@@]1(CC[C@H]3[C@H]2CC=C4[C@@]3(CC[C@@H](C4)O)C)C)O)O